bis(trimethylsiloxy)methylsilyl (methacrylate) C(C(=C)C)(=O)O[SiH2]C(O[Si](C)(C)C)O[Si](C)(C)C